N,N-di-n-butyldiselenocarbamat C(CCC)N(C([Se-])=[Se])CCCC